C(CCCS(=O)(=O)O)S(=O)(=O)O.[C@@H]1([C@H](O)[C@H](O)[C@@H](CN[C@@H](CCSC)C(=O)O)O1)N1C=NC=2C(N)=NC=NC12 adenosyl-methionine butandisulfonate